N-(2-(4,4-difluorocyclohexyl)-4-(pyrimidin-4-yl)pyridin-3-yl)-2-isopropylpyrimidin FC1(CCC(CC1)C1=NC=CC(=C1N1C(N=CC=C1)C(C)C)C1=NC=NC=C1)F